6-(2-(7-fluorobenzofuran-5-yl)-5-(3,3,3-trifluoropropyl)pyridin-3-yl)-1H-indole-3-carboxylic acid FC1=CC(=CC=2C=COC21)C2=NC=C(C=C2C2=CC=C1C(=CNC1=C2)C(=O)O)CCC(F)(F)F